COC1=C(CN(S(=O)(=O)C2=NC=CC(=C2)NC(C2=C(N=CC(=C2)C(F)(F)F)N2CC(O[C@H](C2)C(F)(F)F)(C)C)=O)CC2=C(C=C(C=C2)OC)OC)C=CC(=C1)OC |r| (R and S)-N-(2-(N,N-bis(2,4-dimethoxybenzyl)sulfamoyl)pyridin-4-yl)-2-(2,2-dimethyl-6-(trifluoromethyl)morpholino)-5-(trifluoromethyl)nicotinamide